O=C1NC(CCC1C1=CC2=C(N=C(O2)N2CCN(CC2)C(=O)OC(C)(C)C)C=C1)=O tert-butyl 4-[6-(2,6-dioxo-3-piperidyl)-1,3-benzoxazol-2-yl]piperazine-1-carboxylate